(Z)-3-((5-Fluoro-1-(4-(4-fluorophenoxy)benzylidene)-2-methyl-1H-inden-3-yl)-methyl)-1,2,4-oxadiazol-5(4H)-one FC=1C=C2C(=C(/C(/C2=CC1)=C/C1=CC=C(C=C1)OC1=CC=C(C=C1)F)C)CC1=NOC(N1)=O